[3-(4-chloroanilino)-1-(2,2,2-trifluoroethyl)pyrazolo[4,3-c]pyridin-6-yl]-(1,4-oxazepan-4-yl)methanone ClC1=CC=C(NC2=NN(C3=C2C=NC(=C3)C(=O)N3CCOCCC3)CC(F)(F)F)C=C1